(S)-(1-cyano-3-(4-nitrophenyl)propan-2-yl)carbamic acid tert-butyl ester C(C)(C)(C)OC(N[C@H](CC#N)CC1=CC=C(C=C1)[N+](=O)[O-])=O